Bis-(aminomethyl)tricyclo[5.2.1.02,6]decan NCC12C3(CCC(C2CCC1)C3)CN